ClC=1C(=CC(=NC1)NC(=O)[C@@H]1C[C@@H](CCC1)NC(C1=C(N=CC=C1)OC)=O)C1=CC2=C(N(N=C2C(=C1)F)C)C(C)C N-((1R,3S)-3-((5-chloro-4-(7-fluoro-3-isopropyl-2-methyl-2H-indazol-5-yl)pyridin-2-yl)carbamoyl)cyclohexyl)-2-methoxynicotinamide